C(C)OC(=O)N1C2CC(C(C1)CC2)=O 5-oxo-2-azabicyclo[2.2.2]Octane-2-carboxylic acid ethyl ester